ethyl 3-[(E)-dimethylaminomethyleneamino]-2-methyl-4-methylsulfonyl-benzoate CN(C)\C=N\C=1C(=C(C(=O)OCC)C=CC1S(=O)(=O)C)C